CYANURIC ACID, MONOSODIUM SALT [Na].N1C(=O)NC(=O)NC1=O